4-Bocaminophenol C(=O)(OC(C)(C)C)NC1=CC=C(C=C1)O